C(=O)O.C(#N)C1=CC(=NC(=C1C1=CC(=C(C=C1)OC)O)C1=CC(=C(C=C1)C#N)F)N1CCC(CC1)NCC1=CC=C(C=C1)/C=C/C(=O)NO (E)-3-(4-(((1-(4-cyano-6-(4-cyano-3-fluorophenyl)-5-(3-hydroxy-4-methoxyphenyl)pyridin-2-yl)piperidin-4-yl)amino)methyl)phenyl)-N-hydroxyacrylamide formate